(S)-6-chloro-8-fluoro-7-(6-fluoro-3,4-dihydroquinolin-1(2H)-yl)-2-((1-methylpyrrolidine-2-yl)methoxy)-4-(piperazin-1-yl)quinazoline ClC=1C=C2C(=NC(=NC2=C(C1N1CCCC2=CC(=CC=C12)F)F)OC[C@H]1N(CCC1)C)N1CCNCC1